methyl-1,6,9,12-tetraazabicyclo[11.3.1]heptadecane-2,8,11-trione CC1C(N2CCCC(NC(CNC(CNCC1)=O)=O)C2)=O